bis(4-ethyl-phenyl) bisphosphite P(OC1=CC=C(C=C1)CC)([O-])[O-].P(OC1=CC=C(C=C1)CC)([O-])[O-]